4-ethyl-2-propyl-3,4,6,7-tetrahydrocyclopenta[b]pyran-5(2H)-one C(C)C1C2=C(OC(C1)CCC)CCC2=O